3-[3,5-bis(propan-2-yl)phenyl]-1-[(1-methyl-1H-pyrazol-4-yl)(oxan-4-yl)sulfamoyl]urea sodium salt [Na].CC(C)C=1C=C(C=C(C1)C(C)C)NC(NS(N(C1CCOCC1)C=1C=NN(C1)C)(=O)=O)=O